2-((2-(trimethoxysilyl)ethyl)thio)acetic acid CO[Si](CCSCC(=O)O)(OC)OC